(S)-1-amino-3-(1,3,4,9-tetrahydro-2H-pyrido[3,4-b]indol-2-yl)propan-2-ol NC[C@@H](CN1CC=2NC3=CC=CC=C3C2CC1)O